ethyl 1-[7-(3-chloro-1-isopropyl-1H-indazol-5-ylmethoxy)-2H-chromen-3-ylmethyl]-3-chloromethyl-azetidine-3-carboxylate ClC1=NN(C2=CC=C(C=C12)COC1=CC=C2C=C(COC2=C1)CN1CC(C1)(C(=O)OCC)CCl)C(C)C